(S)-3-acetamido-4-(((3-(5-iodo-2-methoxyphenyl)-2,6-dioxo-3,6-dihydropyrimidine-1(2H)-yl)methyl)amino)-4-oxobutanoic acid C(C)(=O)N[C@@H](CC(=O)O)C(=O)NCN1C(N(C=CC1=O)C1=C(C=CC(=C1)I)OC)=O